ClC1=C(C=C(C=C1)S(=O)(=O)N)[N+](=O)[O-] 4-chloro-3-nitro-benzenesulfonamide